Phenyl-3-((5-bromo-3-chloro-2-methoxyphenyl)sulfonamido)-5-(1-cyanocyclobutyl)-2-hydroxybenzoate C1(=CC=CC=C1)OC(C1=C(C(=CC(=C1)C1(CCC1)C#N)NS(=O)(=O)C1=C(C(=CC(=C1)Br)Cl)OC)O)=O